CC1=C2C=CC=C(C2=C(C3=C1C[C@H]4[C@@H](C(=O)C(=C([C@]4(C3=O)O)O)C(=O)N)NC)O)O The molecule is a member of the class of tetracyclines that is anhydrotetracycline in which one of the methyl groups attached to the nitrogen has been replaced by hydrogen. It is a member of tetracyclines and a tertiary alpha-hydroxy ketone. It is a tautomer of a desmethylanhydrotetracycline zwitterion.